FC=1C(=C(C=O)C=C(C1)N1N=C(N=N1)C1=CC=C(C=C1)N1CCCC1)O 3-fluoro-2-hydroxy-5-(5-(4-(pyrrolidin-1-yl)phenyl)-2H-tetrazol-2-yl)benzaldehyde